N1CCC(C=C1)B1OC(C)(C)C(C)(C)O1 tetrahydropyridine-4-boronic acid pinacol ester